FC=1C(=CC2=C(N=C(S2)C2=C3N=CC(=NC3=CC(=C2)C)OC)C1)OC[C@@H](C)N(C(O)=O)C=1C=NC(=CC1)C(=O)N1C[C@@H](CCC1)O.C(CCCCCCC\C=C/C\C=C/CCCCC)(=O)O linoleic acid (R)-1-((5-fluoro-2-(2-methoxy-7-methylquinoxalin-5-yl)benzo[d]thiazol-6-yl)oxy)propan-2-yl-(6-((R)-3-hydroxypiperidine-1-carbonyl)pyridin-3-yl)carbamate